C1(CCC1)CC(C1=CC=CC=C1)C1=CC=CC=C1 (2-cyclobutylethane-1,1-diyl)dibenzene